N-{(2-(2,6-dioxo(3-piperidyl))-1,3-dioxoisoindolin-4-yl)methyl}carboxamide O=C1NC(CCC1N1C(C2=CC=CC(=C2C1=O)CNC=O)=O)=O